FC(C1=C(C=CC=C1)S(=O)(=O)N1CCC(CC1)C(=O)O)(F)F 1-((2-(trifluoromethyl)phenyl)sulfonyl)piperidine-4-carboxylic acid